N-(3-(7-((1-methylpiperidin-4-yl)amino)-3-(2,2,2-trifluoroethyl)benzo[b]thiophen-2-yl)prop-2-yn-1-yl)-3-(piperidin-4-yl)-1H-indol-7-amine CN1CCC(CC1)NC1=CC=CC2=C1SC(=C2CC(F)(F)F)C#CCNC=2C=CC=C1C(=CNC21)C2CCNCC2